N7-Methyl-3'-O-Methyl-Guanosine-5'-Triphosphate P(O)(=O)(OP(=O)(O)OP(=O)(O)O)OC[C@@H]1[C@H]([C@H]([C@@H](O1)N1C=[N+](C=2C(=O)NC(N)=NC12)C)O)OC